C(C1=CC=CC=C1)C1CCN(CC1)CCO 2-(4-benzyl-piperidine-1-yl)-ethanol